FC1=CC=C(C=C1)C1(CCCCC1)N 1-(4-fluorophenyl)cyclohexylamine